N-octadecyl-3-benzyloxypyridin-4-one C(CCCCCCCCCCCCCCCCC)N1C=C(C(C=C1)=O)OCC1=CC=CC=C1